heneicosylaldehyde C(CCCCCCCCCCCCCCCCCCCC)=O